C(\C=C/C(=O)O)(=O)O.C(C)OC(=O)[C@H](CCC1=CC=CC=C1)N[C@@H](C)C(=O)N1[C@@H](CCC1)C(=O)O N-[(S)-1-ethoxycarbonyl-3-phenylpropyl]-L-alanyl-L-proline maleate